2-((1H-pyrrolo[2,3-b]pyrid-5-yl)oxy)-4-(2-((S)-2-(2-isopropylphenyl)pyrrolidin-1-yl)-7-azaspiro[3.5]non-7-yl)benzamide N1C=CC=2C1=NC=C(C2)OC2=C(C(=O)N)C=CC(=C2)N2CCC1(CC(C1)N1[C@@H](CCC1)C1=C(C=CC=C1)C(C)C)CC2